N-(3,5-dimethylisoxazol-4-yl)-1H-indole-6-carboxamide CC1=NOC(=C1NC(=O)C1=CC=C2C=CNC2=C1)C